3-(sec-butyl)-4-(3-(hydroxymethyl)pyrrolidine-1-carbonyl)-1,3,4,5-tetrahydro-2H-benzo[1,4]diazepin-2-one C(C)(CC)C1C(NC2=C(CN1C(=O)N1CC(CC1)CO)C=CC=C2)=O